(2S)-2-(4-chlorophenyl)-2-[(2,4-dimethoxyphenyl)methylamino]ethanol ClC1=CC=C(C=C1)[C@@H](CO)NCC1=C(C=C(C=C1)OC)OC